1-(2-Chloropyridin-4-yl)-5-(trifluoromethyl)-1H-pyrazole-4-carboxylic acid ethyl ester C(C)OC(=O)C=1C=NN(C1C(F)(F)F)C1=CC(=NC=C1)Cl